NC=1N=C(C2=C(N1)C(=CS2)Br)C=2N=NN(C2)CC2=[N+](C(=CC=C2)C(C)(C)O)[O-] ((4-(2-amino-7-bromothieno[3,2-d]pyrimidin-4-yl)-1H-1,2,3-triazol-1-yl)methyl)-6-(2-hydroxypropan-2-yl)pyridin-1-oxide